FC1(CCC(CC1)[C@@H](C=1N=C2N(N=C(C(=C2)C)CC2(C(NCC(C2)(F)F)=O)C(=O)O)C1)NC(=O)C1=CC=NN1CC)F 3-((2-((S)-(4,4-difluorocyclohexyl)(1-ethyl-1H-pyrazole-5-carboxamido)methyl)-7-methylimidazo[1,2-b]pyridazin-6-yl)methyl)-5,5-difluoro-2-oxopiperidine-3-carboxylic acid